FC(OC1=CC=C(C=C1)C1=C(N=NC(=C1)NC1=NC(=NC=C1F)N1C[C@H](O[C@H](C1)C)C)N(C(OC(C)(C)C)=O)C)F tert-butyl (4-(4-(difluoromethoxy)phenyl)-6-((2-((2R,6S)-2,6-dimethylmorpholino)-5-fluoropyrimidin-4-yl)amino)pyridazin-3-yl)(methyl)carbamate